1-(2-(2-hydroxyethylamino)ethyl)-1H-imidazole OCCNCCN1C=NC=C1